(2-(7-((4-azidophenyl)oxy)-2-oxo-2H-benzopyran-4-yl)acetyl)glycine N(=[N+]=[N-])C1=CC=C(C=C1)OC1=CC2=C(C(=CC(O2)=O)CC(=O)NCC(=O)O)C=C1